prop-2-enoylpiperazin C(C=C)(=O)N1CCNCC1